{3-Methyl-2-oxo-4-[1-(piperidin-4-ylmethyl)piperidin-4-yl]-1,3-benzodiazol-1-yl}piperidine-2,6-dione CN1C(N(C2=C1C(=CC=C2)C2CCN(CC2)CC2CCNCC2)N2C(CCCC2=O)=O)=O